CN(C1=CC=C(S1)\C=C\1/C(=NOC1=O)COC)C (E)-4-((5-(dimethylamino)thiophen-2-yl)methylene)-3-(methoxymethyl)isoxazol-5(4H)-one